(4-(benzo[d][1,3]dioxol-4-ylamino)-6-((2,3-dihydro-1H-inden-2-yl)carbamoyl)-pyridin-2-yl)carbamic acid tert-butyl ester C(C)(C)(C)OC(NC1=NC(=CC(=C1)NC1=CC=CC=2OCOC21)C(NC2CC1=CC=CC=C1C2)=O)=O